methyl 2-((trans)-4-(4-(tert-butoxycarbonyl)piperazin-1-yl)cyclohexyl)-5-nitro-2H-indazole-6-carboxylate C(C)(C)(C)OC(=O)N1CCN(CC1)[C@@H]1CC[C@H](CC1)N1N=C2C=C(C(=CC2=C1)[N+](=O)[O-])C(=O)OC